ClCC1=CC2=C(C=3N(CCC2)C=C(N3)C(F)(F)F)C=C1 9-(chloromethyl)-2-(trifluoromethyl)-6,7-dihydro-5H-benzo[c]imidazo[1,2-a]azepine